{4-amino-6-[4-(trifluoromethyl)phenyl]thieno[3,2-d]pyrimidin-2-yl}methanol NC=1C2=C(N=C(N1)CO)C=C(S2)C2=CC=C(C=C2)C(F)(F)F